[N+](=O)([O-])C1=C(C=CC=C1)C1=C(C=CC=C1)[Si](C1=CC=CC=C1)(C1=CC=CC=C1)C1=CC=CC=C1 (2'-nitro-[1,1'-biphenyl]-2-yl)triphenylsilane